COCOC=1C=CC=2[C@H]3CC[C@@]4([C@H](CC[C@H]4[C@@H]3CC(C2C1)=CC(=O)[O-])OCOC)C ((8R,9S,13S,14S,17S)-3,17-bis(methoxymethoxy)-13-methyl-7,8,9,11,12,13,14,15,16,17-decahydro-6H-cyclopenta[a]phenanthren-6-ylidene)acetate